C(C)(C)(C)OC(=O)N[C@@H](CCCCNC(CCCC1=CC=C(C=C1)I)=O)C(=O)O N2-(tert-butoxycarbonyl)-N6-(4-(4-iodophenyl)butanoyl)-L-lysine